2'-hydroxyflavanone OC1=C(C2OC3=CC=CC=C3C(C2)=O)C=CC=C1